6-amino-4-hydroxy-3-((4-aminophenyl)diazenyl)naphthalene NC=1C=C2C(=C(C=CC2=CC1)N=NC1=CC=C(C=C1)N)O